3,7-dimethylnon-1,6-dien-3-ol CC(C=C)(CCC=C(CC)C)O